OC=1C=C(C=CC1O)C=1OC2=CC(=CC(=C2C(C1O[C@@H]1O[C@@H]([C@@H]([C@@H]([C@H]1O)O)O)CO)=O)O)O 2-(3,4-dihydroxyphenyl)-5,7-dihydroxy-3-[(2S,3R,4S,5R,6R)-3,4,5-trihydroxy-6-(hydroxymethyl)oxan-2-yl]oxychromen-4-one